Dimethyl octa-2,3-dienedioate C(C=C=CCCCC(=O)OC)(=O)OC